C1C(CC12CCNCC2)N2[C@@H](COC=1C=C(N=C(NS(C=3C=CC=C(C2=O)C3)(=O)=O)N1)C1=C(C=CC=C1)C(C)C)CC(C)C (11R)-12-(7-azaspiro[3.5]nonan-2-yl)-11-isobutyl-6-(2-isopropylphenyl)-2,2-dioxo-9-oxa-2λ6-thia-3,5,12,19-tetrazatricyclo[12.3.1.14,8]nonadeca-1(18),4,6,8(19),14,16-hexaen-13-one